(E)-1-(3-(2-nitrovinyl)-1H-pyrazol-1-yl)cyclopropane-1-carboxylic acid methyl ester COC(=O)C1(CC1)N1N=C(C=C1)\C=C\[N+](=O)[O-]